((2-(trimethylsilyl)ethoxy)methyl)-1H-indazole-3-carbonitrile C[Si](CCOCN1N=C(C2=CC=CC=C12)C#N)(C)C